4,6-dichloro-2-methylsulfanyl-pyrimidine-5-carbaldehyde ClC1=NC(=NC(=C1C=O)Cl)SC